C=C(C)C1=CC=C(COC=2C(C=COC2)=O)C=C1 5-((4-(prop-1-en-2-yl)benzyl)oxy)-4H-pyran-4-one